ClC1=CC(=C(C=C1)CCC1=CC=CC2=C1N=C1N2CCN(C1)CC=1N(C2=C(N1)C=CC=C2)C[C@H]2OCC2)F 2-({9-[2-(4-chloro-2-fluorophenyl)ethyl]-1,2,3,4-tetrahydrobenzo[4,5]imidazo[1,2-a]pyrazin-2-yl}methyl)-3-{[(2S)-oxetan-2-yl]methyl}benzo[d]imidazole